N-[(E)-[5-(5-chloro-3-fluoro-2-pyridinyl)-4-methyl-3-pyridinyl]methyleneamino]-4-methyl-benzenesulfonamide ClC=1C=C(C(=NC1)C=1C(=C(C=NC1)\C=N\NS(=O)(=O)C1=CC=C(C=C1)C)C)F